3-(tert-butyl)-N-(2-fluoro-4-(5-(4-(piperazin-1-yl)phenyl)-1H-pyrazolo[3,4-b]pyridin-3-yl)benzyl)-1,2,4-oxadiazole-5-carboxamide dihydrochloride Cl.Cl.C(C)(C)(C)C1=NOC(=N1)C(=O)NCC1=C(C=C(C=C1)C1=NNC2=NC=C(C=C21)C2=CC=C(C=C2)N2CCNCC2)F